methyl (E)-3-(3-(N-(4-(benzo[d]isoxazol-5-yl)benzyl)cyclohexanecarboxamido)phenyl)acrylate O1N=CC2=C1C=CC(=C2)C2=CC=C(CN(C(=O)C1CCCCC1)C=1C=C(C=CC1)/C=C/C(=O)OC)C=C2